oxabicyclo[3.1.0]hexane C12OCCC2C1